3,8-dithiatricyclo[5.1.0.02,4]octane C12C3SC3CCC2S1